[Br-].C(C)OC(OCC)[SiH2]CCCOC1=C(C=C(C=C1)O)[P+](C1=CC=C(C=C1)C)(C1=CC=C(C=C1)C)C1=CC=C(C=C1)C (2-[3-(diethoxymethylsilyl)propoxy]-5-hydroxyphenyl)tri(p-tolyl)phosphonium bromide